(2s,4s)-1-[6-(1-hexylnonyloxy)-6-oxo-hexyl]-4-hydroxy-pyrrolidine-2-carboxylic acid [8-(1-octylnonyloxy)-8-oxo-octyl] ester C(CCCCCCC)C(CCCCCCCC)OC(CCCCCCCOC(=O)[C@H]1N(C[C@H](C1)O)CCCCCC(=O)OC(CCCCCCCC)CCCCCC)=O